C(C)(=O)O[C@@H](C(=O)OCC)CC1=C(C=CC(=C1)CN(CCOC)C(=O)OC(C)(C)C)OCC1=NC(=NC=C1)C1=C(C=CC=C1)OC ethyl (R)-2-acetoxy-3-(5-(((tert-butoxycarbonyl)(2-methoxyethyl)amino)methyl)-2-((2-(2-methoxyphenyl)pyrimidin-4-yl)methoxy)phenyl)propanoate